FC(C=1C=C(CN2CC=CC3=C2NC2=CC=CC=C32)C=CC1)(F)F 1-(3-(trifluoromethyl)benzyl)-9H-pyrido[2,3-b]indole